N[C@@H]1[C@@H](OCC12CCN(CC2)C2=NC1=C(C=3N2C=CN3)C(=NN1)C#CC(C)(O)C)C 4-(5-((3S,4S)-4-amino-3-methyl-2-oxa-8-azaspiro[4.5]decan-8-yl)-7H-imidazo[1,2-c]pyrazolo[4,3-e]pyrimidin-9-yl)-2-methylbutan-3-yn-2-ol